3-amino-N-[(3R)-7-[(2S,3S,4S)-3-amino-4-methoxy-2-methylpyrrolidin-1-yl]-3,4-dihydro-2H-1-benzopyran-3-yl]-6-methylthieno[2,3-b]pyridine-2-carboxamide NC1=C(SC2=NC(=CC=C21)C)C(=O)N[C@H]2COC1=C(C2)C=CC(=C1)N1[C@H]([C@@H]([C@H](C1)OC)N)C